FC(C1=NN(C=C1)C)F 3-(difluoromethyl)-1-methyl-pyrazole